(2S,4S)-2-((S)-2-(2-hydroxy-5-methylphenyl)-4,5-dihydrothiazol-4-yl)-3-methylthiazolidine-4-carboxylic acid OC1=C(C=C(C=C1)C)C=1SC[C@H](N1)[C@@H]1SC[C@@H](N1C)C(=O)O